C(C)N1C2=CC=CC=C2SC=2C=C(C=CC12)\C=C(\C#N)/C=O (Z)-3-(10-ethyl-10H-phenothiazin-3-yl)-2-formylacrylonitrile